C=C(C)C1=C(C=CC=C1)[C@H]1N(CCC1)C(=O)OC(C)(C)C Tert-butyl (S)-2-(2-(prop-1-en-2-yl)phenyl)pyrrolidine-1-carboxylate